CC1(OB(OC1(C)C)C1=CC=2CCCCC2C(=C1)OC1OCCCC1)C 4,4,5,5-tetramethyl-2-(4-((tetrahydro-2H-pyran-2-yl)oxy)-5,6,7,8-tetrahydronaphthalen-2-yl)-1,3,2-dioxaborolane